C1N(CCC2=CC=CC=C12)C[C@H](CNC(=O)C1=NC=NC(=C1)NC1CCN(CC1)C(CCCCCNC1=C2CN(C(C2=CC=C1)=O)C1C(NC(CC1)=O)=O)=O)O N-((S)-3-(3,4-dihydroisoquinolin-2(1H)-yl)-2-hydroxypropyl)-6-((1-(6-((2-(2,6-dioxopiperidin-3-yl)-1-oxoisoindolin-4-yl)amino)hexanoyl)piperidin-4-yl)amino)pyrimidine-4-carboxamide